KALIUM HYDROGENCARBONAT C(O)([O-])=O.[K+]